NC1=C(C=C(C=N1)C=1C=NC(=CC1)F)C(=O)N[C@@H]1[C@H](CCC1)OCC1=CC=C(C=C1)C=1C=C2CC(C(C2=CC1)N1CCN(CC1)CC(CO)O)(F)F 6-amino-N-{(1S,2S)-2-[(4-{1-[4-(2,3-dihydroxypropyl)piperazin-1-yl]-2,2-difluoro-2,3-dihydro-1H-inden-5-yl}phenyl)methoxy]cyclopentyl}-6'-fluoro[3,3'-bipyridine]-5-carboxamide